CN([C@H]1CN(CC1)C=1C=C(C=CC1)NC=1N=C(C2=C(N1)NC=C2)N2OCC[C@@H]2C2=CC=CC=C2)C N-(3-((R)-3-(dimethylamino)pyrrolidin-1-yl)phenyl)-4-((R)-3-phenylisoxazolidin-2-yl)-7H-pyrrolo[2,3-d]pyrimidin-2-amine